F[C@@H]1[C@@H](CN(CC1)CC=1C=C(C=2N(C1)C=CN2)C(=O)NC=2C=NC=C(C2)C2(CC(C2)C)C2=NN=CN2C)C 6-{[(3R,4S)-4-fluoro-3-methylpiperidin-1-yl]methyl}-N-{5-[(1r,3s)-3-methyl-1-(4-methyl-1,2,4-triazol-3-yl)cyclobutyl]pyridin-3-yl}imidazo[1,2-a]pyridine-8-carboxamide